C(#N)C1=NC(=CC=C1O[C@@H]1C[C@@H](N(CC1)C=1C=CC(=NC1C(=O)N[C@H]1CN(CC1)C)C=1C(=NC=CC1)OCC)C1CC1)C(F)(F)F 5-(cis-4-{[2-cyano-6-(trifluoromethyl)pyridin-3-yl]oxy}-2-cyclopropylpiperidin-1-yl)-2'-ethoxy-N-[(3R)-1-methylpyrrolidin-3-yl]-[2,3'-bipyridine]-6-carboxamide